C(C)(C)(C)N1N=NC(=C1C(=O)N)OC1=CC(=CC=C1)Cl 1-(tert-butyl)-4-(3-chlorophenoxy)-1H-1,2,3-triazole-5-carboxamide